4-amino-N-((1R,4r)-4-(((2S,4R)-2-methyl-1-propionyl-1,2,3,4-tetrahydroquinolin-4-yl)amino)cyclohexyl)but-2-ynamide trifluoroacetate FC(C(=O)O)(F)F.NCC#CC(=O)NC1CCC(CC1)N[C@@H]1C[C@@H](N(C2=CC=CC=C12)C(CC)=O)C